COC1=C(C=C(C=N1)C1=CC=C2C(=NNC2=C1)C(=O)NC[2H])C(NC(C)C1=C(C=CC=C1)OC(F)(F)F)=O 6-[6-methoxy-5-({1-[2-(tri-fluoromethoxy)phenyl]ethyl}-carbamoyl)pyridin-3-yl]-N-(deutero)methyl-1H-indazole-3-carboxamide